1-(4-((3-Chlorophenyl)sulfonyl)phenyl)-3-(oxazol-5-ylmethyl)urea ClC=1C=C(C=CC1)S(=O)(=O)C1=CC=C(C=C1)NC(=O)NCC1=CN=CO1